r-((2-(4-(2-((2-(bis(2-hydroxy-dodecyl)amino)ethyl)(2-hydroxydodecyl)amino)ethyl)piperazin-1-yl)ethyl)azanediyl)bis(dodecan-2-ol) OC(CN(CCN(CCN1CCN(CC1)CCN(CCCCCCCCCC[C@@H](C)O)CCCCCCCCCCC(C)O)CC(CCCCCCCCCC)O)CC(CCCCCCCCCC)O)CCCCCCCCCC